1-((1R,3S)-3-butyl-6-methoxy-1-(pyridin-2-yl)-3,4-dihydroisoquinolin-2(1H)-yl)-3-(trimethylsilyl)prop-2-yn-1-one copper [Cu].C(CCC)[C@@H]1N([C@H](C2=CC=C(C=C2C1)OC)C1=NC=CC=C1)C(C#C[Si](C)(C)C)=O